Tetramethylhydroxypiperidinol citrate C(CC(O)(C(=O)O)CC(=O)O)(=O)O.CC1C(C(N(CC1)O)(O)C)(C)C